1-(6Z,9Z,12Z,15Z-octadecatetraenoyl)-2-(9Z-nonadecenoyl)-glycero-3-phosphocholine CCCCCCCCC/C=C\CCCCCCCC(=O)O[C@H](COC(=O)CCCC/C=C\C/C=C\C/C=C\C/C=C\CC)COP(=O)([O-])OCC[N+](C)(C)C